C(C)(C)(C)OC(CC(CC(=O)OC(C)(C)C)NCC1=CC=C(C=C1)OC)=O.C(CCC)[Sn](C1=CN=NC=C1)(CCCC)CCCC 4-(tributylstannyl)pyridazine di-tert-butyl-3-((4-methoxybenzyl)amino)pentanedioate